(S,E)-4-(2-(1-(2-(pyridin-2-yl)propan-2-yl)-3-(2H-tetrazol-5-yl)pyrrolidin-3-yl)vinyl)benzonitrile N1=C(C=CC=C1)C(C)(C)N1C[C@@](CC1)(C=1N=NNN1)/C=C/C1=CC=C(C#N)C=C1